ethylsulfanylmethane C(C)SC